5-[2-(2-fluoro-6-chlorophenyl)-5-phenyl-1H-imidazol-4-yl]-3-isobutyl-3H-imidazo[4,5-b]pyridin-2-ylamine mesylate S(C)(=O)(=O)O.FC1=C(C(=CC=C1)Cl)C=1NC(=C(N1)C1=CC=C2C(=N1)N(C(=N2)N)CC(C)C)C2=CC=CC=C2